2-(2,2,2-trifluoro-acetylamino)-5,6,7,8-tetrahydro-4H-cyclohepta[b]thiophene-3-carboxylic acid (2-trifluoromethoxy-phenyl)-amide FC(OC1=C(C=CC=C1)NC(=O)C=1C2=C(SC1NC(C(F)(F)F)=O)CCCCC2)(F)F